N-{4-[1-(3-cyano-1-methyl-2-oxo-1,2-dihydroquinolin-4-yl)piperidin-4-yl]phenyl}benzenesulfonamide C(#N)C=1C(N(C2=CC=CC=C2C1N1CCC(CC1)C1=CC=C(C=C1)NS(=O)(=O)C1=CC=CC=C1)C)=O